ClC1=C(C(=C(C#N)C(=C1)OC1CC1)C1=C(C=NN1C)C=1C=C2N=C(C=3N(C2=C(C1)C1CC1)C=NC3)NCC3=C(C=C(C=C3)OC)OC)F 4-chloro-6-cyclopropyloxy-2-(4-(9-cyclopropyl-4-((2,4-dimethoxybenzyl)amino)imidazo[1,5-a]quinoxalin-7-yl)-1-methyl-1H-pyrazol-5-yl)-3-fluorobenzonitrile